BrC1=C(N(C=2N(C1=O)N=C(N2)C=2CCOCC2)CC(=O)NC2=C(C=C(C(=C2)Cl)C(F)(F)F)Cl)CC 2-(6-bromo-2-(3,6-dihydro-2H-pyran-4-yl)-5-ethyl-7-oxo-[1,2,4]triazolo[1,5-a]pyrimidin-4(7H)-yl)-N-(2,5-dichloro-4-(trifluoromethyl)phenyl)acetamide